C(N)(O[C@@H]1[C@@H](CCC2=CC(=CC=C12)Cl)O)=O (1S,2R)-6-chloro-2-hydroxy-1,2,3,4-tetrahydronaphthalen-1-yl carbamate